COC1=C(C=C(C=C1)C(C)O)C 1-(4-methoxy-3-methylphenyl)ethan-1-ol